tert-Butyl (6-(o-tolyl)thiazolo[4,5-c]pyridin-2-yl)carbamate C1(=C(C=CC=C1)C1=CC2=C(C=N1)N=C(S2)NC(OC(C)(C)C)=O)C